The molecule is an ammonium ion obtained by protonation of the amino group of 1-(4-methoxyphenyl)-N-methyl-N-[(3-methyloxetan-3-yl)methyl]methanamine. The major species at pH 7.3. It is a conjugate acid of a 1-(4-methoxyphenyl)-N-methyl-N-[(3-methyloxetan-3-yl)methyl]methanamine. CC1(COC1)C[NH+](C)CC2=CC=C(C=C2)OC